CC1=C2COC(C2=CC=C1[C@@H]1CNCC(O1)C)=O 4-methyl-5-((2R)-6-methylmorpholin-2-yl)isobenzofuran-1(3H)-one